Methyl 5-(2-phenoxyphenyl)-1-[[2-(trimethylsilyl)ethoxy]methyl]-1H-pyrazole-3-carboxylate O(C1=CC=CC=C1)C1=C(C=CC=C1)C1=CC(=NN1COCC[Si](C)(C)C)C(=O)OC